C(C)(C)(C)OC(=O)N1[C@H]2CC3(CC(C3)OCC=3C(=NOC3C3CC3)C3=C(C=CC=C3Cl)Cl)C[C@@H]1CC2 (1R,5S)-3'-{[5-cyclopropyl-3-(2,6-dichlorophenyl)isoxazol-4-yl]methoxy}-8-azaspiro[bicyclo[3.2.1]octane-3,1'-cyclobutane]-8-carboxylic acid tert-butyl ester